ClC1=C(COC=2C=C3CCC(C3=CC2)N2C[C@H](CC2)C(=O)OC)C(=CC=C1)Cl methyl (3S)-1-(5-((2,6-dichlorobenzyl) oxy)-2,3-dihydro-1H-inden-1-yl)-pyrrolidine-3-carboxylate